BrC1=CC=C(COC2=C(C=O)C=C(C=C2)F)C=C1 ((4-bromobenzyl)oxy)-5-fluorobenzaldehyde